BrC=1C(=C(C=C(C1)C)N=C(C1=CC=CC=C1)C1=CC=CC=C1)Cl N-(3-bromo-2-chloro-5-methylphenyl)-1,1-diphenylmethanimine